1-Methyl-4-[4-(5-methyl-1,3-benzoxazol-2-yl)piperidin-1-yl]-2-oxo-1,2-dihydroquinoline-3-carboxamide CN1C(C(=C(C2=CC=CC=C12)N1CCC(CC1)C=1OC2=C(N1)C=C(C=C2)C)C(=O)N)=O